((S)-6-amino-5-((S)-2-((tert-butoxycarbonyl) amino)-3-(perfluorophenyl) propanamido)-6-oxohexyl) carbamate C(N)(OCCCC[C@@H](C(=O)N)NC([C@H](CC1=C(C(=C(C(=C1F)F)F)F)F)NC(=O)OC(C)(C)C)=O)=O